C(#N)C1=C(C=CC(=C1)C(F)(F)F)N1CCC(CC1)(C(=O)N[C@H]1CN(CC1)C)C=1C=NC(=CC1)C=1C=NOC1C 1-[2-cyano-4-(trifluoromethyl)phenyl]-4-[6-(5-methyl-1,2-oxazol-4-yl)pyridin-3-yl]-N-[(3R)-1-methylpyrrolidin-3-yl]piperidine-4-carboxamide